OC1=CC=C([C@H]2OC3=CC(=CC=C3C(C2)=O)O)C=C1 (2S)-4',7-dihydroxyflavan-4-one